7-((3-(Pyridin-4-yl)-1H-pyrrolo[2,3-b]pyridin-4-yl)oxy)-1,2,3,4-tetrahydroisoquinoline N1=CC=C(C=C1)C1=CNC2=NC=CC(=C21)OC2=CC=C1CCNCC1=C2